(2-ethyl-4-((7-(8-methyl-2,3-dihydro-1H-pyrido[2,3-b][1,4]oxazin-7-yl)-5,6,7,8-tetrahydropyrido[3,4-d]pyrimidin-2-yl)amino)phenyl)piperidin-4-ol C(C)C1=C(C=CC(=C1)NC=1N=CC2=C(N1)CN(CC2)C2=C(C1=C(OCCN1)N=C2)C)N2CCC(CC2)O